2-(2,4,6-trifluorophenyl)-N-(6-oxo-1-phenyl-1,6-dihydropyridin-3-yl)acetamide FC1=C(C(=CC(=C1)F)F)CC(=O)NC1=CN(C(C=C1)=O)C1=CC=CC=C1